propylene glycol monostearate C(CCCCCCCCCCCCCCCCC)(=O)O.C(C(C)O)O